Cl\C(=C/CCCCCO)\[N+](CC)(CC)[O-] (Z)-1-chloro-N,N-diethyl-7-hydroxyhept-1-en-1-amine oxide